Cl[C@@]1([C@@H](C1)C=1NC=C(N1)CC1=CC=NC=C1)F 4-((2-((1S,2S)-2-Chloro-2-fluorocyclopropyl)-1H-imidazol-4-yl)methyl)pyridine